C1(CC1)C1=C(C=NC(=C1)C(NC=1C(=C(C=CC1)C1=C(C(=CC=C1)NC(C1=NC=C(C(=C1)C1CC1)CNC(C)C)=O)C)C)=O)CN[C@H](CO)C(=O)O ((4-cyclopropyl-6-((3'-(4-cyclopropyl-5-((isopropylamino)methyl)picolinamido)-2,2'-dimethyl-[1,1'-biphenyl]-3-yl)carbamoyl)pyridin-3-yl)methyl)-D-serine